(S)-2-((4-((6-((4-cyano-2-fluorophenoxy)methyl)pyridin-2-yl)oxy)piperidin-1-yl)methyl)-3-(oxetan-2-ylmethyl)-3H-imidazolo[4,5-b]pyridine-5-carboxylic acid C(#N)C1=CC(=C(OCC2=CC=CC(=N2)OC2CCN(CC2)CC2=NC=3C(=NC(=CC3)C(=O)O)N2C[C@H]2OCC2)C=C1)F